1,6-Dichlorohexane ClCCCCCCCl